benzyl (2S,3R)-3-({2-[(tert-butoxycarbonyl)(4-methoxybenzyl)amino]pyridin-4-yl}methyl)-4-oxoazetidine-2-carboxylate C(C)(C)(C)OC(=O)N(C1=NC=CC(=C1)C[C@@H]1[C@H](NC1=O)C(=O)OCC1=CC=CC=C1)CC1=CC=C(C=C1)OC